FC(S(=O)(=O)[O-])(F)F.[Ga+3].FC(S(=O)(=O)[O-])(F)F.FC(S(=O)(=O)[O-])(F)F Gallium(III) trifluoromethansulfonat